4-[4-[[(4S)-8-chlorochroman-4-yl]carbamoylamino]thiazol-2-yl]-N-methyl-benzamide ClC=1C=CC=C2[C@H](CCOC12)NC(=O)NC=1N=C(SC1)C1=CC=C(C(=O)NC)C=C1